C1(=CC=CC=C1)CCC=O 3-(phenyl)propanal